2,5-diamino-piperidine NC1NCC(CC1)N